7-(2,7-diazaspiro[3.5]non-7-ylmethyl)-2H-1,4-benzoxazin-3(4H)-one hydrochloride Cl.C1NCC12CCN(CC2)CC2=CC1=C(NC(CO1)=O)C=C2